CC1=CC=C(C=C1)S(=O)(=O)N1C=CC2=CC=CC=C12 1-(4-methylbenzenesulfonyl)-1H-indole